racemic-indazolylmethylhydantoin N1N=C(C2=CC=CC=C12)CN1C(=O)NC(=O)C1